ClC1=NN2C(C(=N1)N[C@@H]1CCC3=CC=CC=C13)=CC=C2 2-chloro-N-((R)-2,3-dihydro-1H-inden-1-yl)pyrrolo[2,1-f][1,2,4]Triazin-4-amine